N-(6-aminohexyl)-2-chloro-4-((3-(2,3-difluoro-4-methoxyphenyl)imidazo[1,2-a]pyrazin-8-yl)amino)benzamide hydrochloride Cl.NCCCCCCNC(C1=C(C=C(C=C1)NC=1C=2N(C=CN1)C(=CN2)C2=C(C(=C(C=C2)OC)F)F)Cl)=O